4-[3-(methylsulfonyl)phenyl]-1-propyl-piperidine CS(=O)(=O)C=1C=C(C=CC1)C1CCN(CC1)CCC